(E)-2-(2-Cyclopentylvinyl)benzoic acid C1(CCCC1)/C=C/C1=C(C(=O)O)C=CC=C1